6-chloro-7-(2-fluoro-6-hydroxyphenyl)-2,3-dihydrophthalazine-1,4-dione ClC=1C=C2C(NNC(C2=CC1C1=C(C=CC=C1O)F)=O)=O